styrenetetramine C(=C(C=1C(=CC=CC1)N)N)(N)N